ClC1=NN2C(N=CC3=C2C(CC3=O)(C)C)=C1 2-chloro-8,8-dimethyl-7,8-dihydro-6H-cyclopenta[e]pyrazolo[1,5-a]pyrimidin-6-one